C[C@@H]1CN(C[C@@H](N1C=1N=CC2=C(N1)C(=NN2)C2=CC=C(C=C2)C(NC)=O)C)C(=O)OC Methyl (3R,5S)-3,5-dimethyl-4-(3-(4-(methylcarbamoyl)phenyl)-1H-pyrazolo[4,3-d]pyrimidin-5-yl)piperazine-1-carboxylate